C(C)(C)(C)OC(=O)N1CC(C1)CC(=O)NOCC1=CC=CC=C1 3-(2-(benzyloxyamino)-2-oxoethyl)azetidine-1-carboxylic acid tert-butyl ester